C(C1=CC=CC=C1)OCCN1CCC(CC1)O[Si](C)(C)C(C)(C)C 1-(2-(benzyloxy)ethyl)-4-((tert-butyldimethylsilyl)oxy)piperidine